The molecule is an epoxystearate resulting from the deprotonation of the carboxy group of 9,10-epoxyoctadecanoic acid (i.e. conjugate base of 9,10-epoxyoctadecanoic acid); the major species at pH 7.3. It derives from a 1-stearoyl-2-(9,10-epoxyoctadecanoyl)-sn-glycero-3-phospho-L-serine(1-) and a 1-palmitoyl-2-(9,10-epoxyoctadecanoyl)-sn-glycero-3-phospho-L-serine(1-). It is a conjugate base of a 9,10-epoxyoctadecanoic acid. CCCCCCCCC1C(O1)CCCCCCCC(=O)[O-]